4-(5-bromo-2-isopropyl-pyrazol-3-yl)cyclohexanone 2,2'',6,6''-tetramethyl-[1,1':3',1''-terphenyl]-4'-olate CC1=C(C(=CC=C1)C)C1=CC(=C(C=C1)[O-])C1=C(C=CC=C1C)C.BrC=1C=C(N(N1)C(C)C)C1CCC(CC1)=O